3-(toluene-3-sulfinyl)-propionic acid tert-butyl ester C(C)(C)(C)OC(CCS(=O)C=1C=C(C)C=CC1)=O